L-Arginine-15N2 hydrochloride Cl.[15NH2][C@@H](CCC[15NH]C(N)=N)C(=O)O